(S)-N,N-dimethyl-3-(naphthalen-1-yloxy)-1-phenylpropan-1-amine CN([C@@H](CCOC1=CC=CC2=CC=CC=C12)C1=CC=CC=C1)C